methyl (S)-4-(((3-(hexylamino)-2-(octylamino)-3-oxopropyl) amino)methyl)benzoate C(CCCCC)NC([C@H](CNCC1=CC=C(C(=O)OC)C=C1)NCCCCCCCC)=O